N(=[N+]=[N-])C[C@@H](C(=O)O)NC(=O)OCC1=CC=CC=C1 (S)-3-azido-2-(((benzyloxy)carbonyl)amino)propionic acid